tert-butyl 4-azido-4-methyl-piperidine-1-carboxylate N(=[N+]=[N-])C1(CCN(CC1)C(=O)OC(C)(C)C)C